CC=1N=C2N(N=C(C=C2OC(F)(F)F)B(O)O)C1 [2-methyl-8-(trifluoromethoxy)imidazo[1,2-b]pyridazin-6-yl]boronic acid